O=C1NC(CC[C@@H]1C1=CC=C(C=C1)N1C[C@@H]2[C@@H](C1)CN(C2)CC(=O)O)=O |&1:6| [(3aR,6aR)-5-{4-[(3RS)-2,6-dioxopiperidin-3-yl]phenyl}-hexahydropyrrolo[3,4-c]pyrrol-2-yl]acetic acid